C(C)NC(=O)NC1=CC=2N(C(=N1)C=1OC=CC1)N=C(N2)C 1-ethyl-3-[5-(furan-2-yl)-2-methyl-[1,2,4]triazolo[1,5-c]pyrimidin-7-yl]urea